C1(CC1)N1N=C(C=C1)C1(CC(C=2C=NC=3N(C21)N=C(C3)F)C(=O)OC)C Methyl 8-(1-cyclopropyl-1H-pyrazol-3-yl)-2-fluoro-8-methyl-7,8-dihydro-6H-cyclopenta[e]pyrazolo[1,5-a]pyrimidine-6-carboxylate